COC1=C(C(=O)N(C)C)C=CC=C1 2-methoxy-N,N-dimethylbenzamide